NC1=NC=C(C(=N1)Cl)C#CC1CCC(CC1)NC(OC(C)(C)C)=O tert-butyl ((1r,4r)-4-((2-amino-4-chloropyrimidin-5-yl)ethynyl)cyclohexyl)carbamate